2-(4'-((5-chloro-3-fluoropyridin-2-yl)oxy)-3'-fluoro-[1,1'-biphenyl]-3-yl)acetic acid ClC=1C=C(C(=NC1)OC1=C(C=C(C=C1)C1=CC(=CC=C1)CC(=O)O)F)F